N=1C=NN2C1C=C(C=C2)C2=CNC=1N=C(N=CC12)NC(C)C 5-([1,2,4]Triazolo[1,5-a]pyridin-7-yl)-N-isopropyl-7H-pyrrolo[2,3-d]pyrimidin-2-amine